BrC1=CC=2C3=C(N(C2C=C1)CC(F)(F)F)C(=NC(=N3)Cl)Cl 8-bromo-2,4-dichloro-5-(2,2,2-trifluoroethyl)pyrimido[5,4-b]indole